3-((3-((1R,5S,6R)-3-(4-Chloropyridin-2-yl)-3-azabicyclo[3.1.0]Hex-6-yl)-1,2,4-oxadiazol-5-yl)methyl)-5-methyl-4-oxo-3,4-dihydropyrido[2,3-d]pyrimidine-7-carbonitrile ClC1=CC(=NC=C1)N1C[C@H]2C([C@H]2C1)C1=NOC(=N1)CN1C=NC2=C(C1=O)C(=CC(=N2)C#N)C